(1R,5S)-3-(tert-butoxycarbonyl)-3-azabicyclo[3.1.0]hexane-6-carboxylic acid C(C)(C)(C)OC(=O)N1C[C@H]2C([C@H]2C1)C(=O)O